(9R,13S)-13-[4-(5-chloro-2-hydroxyphenyl)-6-oxo-1,6-dihydropyrimidin-1-yl]-3,9-dimethyl-3,4,7,15-tetraazatricyclo[12.3.1.02,6]Octadec-1(18),2(6),4,14,16-pentaen-8-one ClC=1C=CC(=C(C1)C=1N=CN(C(C1)=O)[C@H]1CCC[C@H](C(NC=2C=NN(C2C=2C=CN=C1C2)C)=O)C)O